Cl.N1CC(C1)NC1=CC=C(C=N1)C#N 6-(azetidin-3-ylamino)pyridine-3-carbonitrile hydrochloride